NC=1C=2N(C3=CC(=C(C=C3N1)C)C(=O)N(CC1=NC=C(C=C1)C(F)(F)F)CC1CC1)C(=NC2)C 4-amino-N-(cyclopropylmethyl)-1,7-dimethyl-N-((5-(trifluoromethyl)pyridin-2-yl)methyl)imidazo[1,5-a]quinoxaline-8-carboxamide